(2,7-diazaspiro[4.4]nonan-2-yl)methanon C1N(CCC12CNCC2)C=O